4-phenyl-2-(piperazin-1-yl)thiazole hydrochloride Cl.C1(=CC=CC=C1)C=1N=C(SC1)N1CCNCC1